BrCC(=O)OC1=CC=CC2=CC3=CC=CC=C3C=C12 anthryl bromoacetate